ClC=1C=CC(=C(N)C1)N1N=NC(=C1)Cl 5-Chloro-2-(4-chloro-1H-1,2,3-triazol-1-yl)aniline